tert-butyl (R)-9-(4-((3-cyano-6-(3-(3-methyl-2-oxoimidazolidin-1-yl)piperidin-1-yl)pyrazin-2-yl)amino)phenyl)-3,9-diazaspiro[5.5]undecane-3-carboxylate C(#N)C=1C(=NC(=CN1)N1C[C@@H](CCC1)N1C(N(CC1)C)=O)NC1=CC=C(C=C1)N1CCC2(CCN(CC2)C(=O)OC(C)(C)C)CC1